Methallylpiperidine C(C(C)=C)N1CCCCC1